tert-butyl (R)-4-(1-((2,6-dimethyl-2H-indazol-5-yl)carbamoyl)-2,3-dihydro-1H-pyrrolo[2,3-b]pyridin-4-yl)-2-(hydroxymethyl)piperazine-1-carboxylate CN1N=C2C=C(C(=CC2=C1)NC(=O)N1CCC=2C1=NC=CC2N2C[C@@H](N(CC2)C(=O)OC(C)(C)C)CO)C